4-[2-methyl-3-oxo-1-(2-trimethylsilylethoxymethyl)pyrazol-4-yl]benzoic acid CN1N(C=C(C1=O)C1=CC=C(C(=O)O)C=C1)COCC[Si](C)(C)C